COC(=O)[C@@]1(NC[C@@H](C1)OCC1=CC=C(C=C1)OC)CC=C (2R,4R)-2-allyl-4-((4-methoxybenzyl)oxy)pyrrolidine-2-carboxylic acid methyl ester